4-amino-5-fluoro-1-methylpyridin-2(1H)-one NC1=CC(N(C=C1F)C)=O